2-[(4-{6-[(4-chloro-2-fluorobenzyl)oxy]pyridin-2-yl}piperidin-1-yl)methyl]-1-(1,2-oxazol-3-ylmethyl)-1H-benzimidazole-6-carboxylic acid ClC1=CC(=C(COC2=CC=CC(=N2)C2CCN(CC2)CC2=NC3=C(N2CC2=NOC=C2)C=C(C=C3)C(=O)O)C=C1)F